C1(CC1)C1=C(C=C2CCC3(NC2=N1)CN(CC3)C(C(C)C3=CC(=NC=C3F)OC)=O)C=3C=NN(C3)C 1-(7'-cyclopropyl-6'-(1-methyl-1H-pyrazol-4-yl)-3',4'-dihydro-1'H-spiro[pyrrolidin-3,2'-[1,8]naphthyridin]-1-yl)-2-(5-fluoro-2-methoxypyridin-4-yl)propan-1-one